(4-((6-amino-5-cyanopyrimidin-4-yl)oxy)-2-chlorophenyl)-3-(3-(tert-butyl)-1-(4-methoxyphenyl)-1H-pyrazol-5-yl)urea NC1=C(C(=NC=N1)OC1=CC(=C(C=C1)NC(=O)NC1=CC(=NN1C1=CC=C(C=C1)OC)C(C)(C)C)Cl)C#N